(2R)-N-[5-[(3-fluorophenyl)methyl]thiazol-2-yl]pyrrolidine-2-carboxamide hydrochloride Cl.FC=1C=C(C=CC1)CC1=CN=C(S1)NC(=O)[C@@H]1NCCC1